C(=O)C1=CC=C(OCC2=CC=C(C(=O)O)C=C2)C=C1 4-((4-formylphenoxy)methyl)benzoic acid